4-bromo-N-[[[2-[[[2-[(diaminomethylene)amino]-4-thiazolyl]methyl]thio]ethyl]amino]methylene]benzenesulfonamide BrC1=CC=C(C=C1)S(=O)(=O)N=CNCCSCC=1N=C(SC1)N=C(N)N